(R)-2-amino-5-(2,4-dimethylpiperazin-1-yl)benzamide NC1=C(C(=O)N)C=C(C=C1)N1[C@@H](CN(CC1)C)C